C(C1=CC=CC=C1)OC1=NC(=CC=C1C1=CC(=C(C=C1)F)Br)OCC1=CC=CC=C1 2,6-Bis(benzyloxy)-3-(3-bromo-4-fluorophenyl)pyridine